C(C)C=1C(NC=2C=C(C=NC2C1)CN1CC(C1)COC=1C=CC(=NC1)C(=O)NC)=O 5-((1-((7-ethyl-6-oxo-5,6-dihydro-1,5-naphthyridin-3-yl)methyl)azetidin-3-yl)methoxy)-N-methylpicolinamide